C(C1=CC=CC=C1)OC1=C(C(=O)N2CC3=CC=C(C=C3C2)CN2CCN(CC2)CCOCCOCCOCCOCCOC2=C3C(N(C(C3=CC=C2)=O)C2C(NC(CC2)=O)=O)=O)C(=CC(=C1C)O)O 4-((14-(4-((2-(2-(Benzyloxy)-4,6-dihydroxy-3-methylbenzoyl)isoindolin-5-yl)methyl)piperazin-1-yl)-3,6,9,12-tetraoxatetradecyl)oxy)-2-(2,6-dioxopiperidin-3-yl)isoindoline-1,3-dione